C1(CC1)N1C=C(C(C2=CC(=C(C(=C12)Cl)F)F)=O)C(=O)O 1-cyclopropyl-6,7-difluoro-8-chloro-1,4-dihydro-4-oxo-3-quinolinecarboxylic acid